ClC1=CC=C(C=C1)CC1=NOC(=C1)C(=O)N 3-[(4-chlorophenyl)methyl]-1,2-oxazole-5-carboxamide